7,7-dimethyl-5H-furo[3,4-d]pyrimidine-2-carbonitrile CC1(OCC2=C1N=C(N=C2)C#N)C